IC=1C=C(C=C2C(=NC=NC12)N([C@@H](C)C=1N(N=CN1)C1=NC=CC=N1)C)C(F)(F)F 8-iodo-N-methyl-N-[(1S)-1-(2-pyrimidin-2-yl-1,2,4-triazol-3-yl)ethyl]-6-(trifluoromethyl)quinazolin-4-amine